2'-fluoro-2-thiouridine-3'-phosphate P(=O)(O)(O)O[C@H]1[C@]([C@@H](O[C@@H]1CO)N1C(=S)NC(=O)C=C1)(O)F